4-(3-amino-6-chloropyridin-2-yl)-3-methyl-1H-pyrazole-1-carboxylic acid tert-butyl ester C(C)(C)(C)OC(=O)N1N=C(C(=C1)C1=NC(=CC=C1N)Cl)C